(E)-2,4-difluoro-N-(2-methoxy-5-(4-(4-(4-oxopent-2-enoyl)piperazin-1-yl)phthalazin-6-yl)pyridin-3-yl)benzenesulfonamide FC1=C(C=CC(=C1)F)S(=O)(=O)NC=1C(=NC=C(C1)C=1C=C2C(=NN=CC2=CC1)N1CCN(CC1)C(\C=C\C(C)=O)=O)OC